CC1(CN(C1)C1=CC=C(C=C1)NC1=CC2=C(N(C(O2)=O)C)C=C1)C 6-((4-(3,3-dimethylazetidin-1-yl)phenyl)amino)-3-methylbenzo[d]oxazol-2(3H)-one